ClC1=CC=C2C(=CNC2=C1C(F)F)S(=O)(=O)NC1=NC=C(C=C1F)OCC(F)F 6-Chloro-N-[5-(2,2-difluoroethoxy)-3-fluoropyridin-2-yl]-7-(difluoromethyl)-1H-indol-3-sulfonamid